C1(=CC=C(C=C1)CC=1C(N(C(=NC1O)CCCC)C1=C(C=CC=C1OC)OC)=O)C1=CC=CC=C1 5-({[1,1'-Biphenyl]-4-yl}methyl)-2-butyl-3-(2,6-dimethoxyphenyl)-6-hydroxy-3,4-dihydropyrimidin-4-one